CC1(OB(OC1(C)C)CCCCOC(=O)N1C(CCC1)C(=O)[O-])C 4-(4,4,5,5-tetramethyl-1,3,2-dioxaborolan-2-yl)butylpyrrolidine-1,2-dicarboxylate